C(C)NC[C@H](O)[C@@H](O)[C@H](O)[C@H](O)CO.OC1=CC=C(C=C1)CCC(=O)NC1=C(C(=O)O)C=CC=C1 2-(3-(p-hydroxyphenyl)-propionamido)-benzoic acid N-ethylglucamine salt